NC1CCN(CC1)C=1C=C(C=CC1)N1C=CC2=C(C=CC(=C12)C)F N-(3-(4-aminopiperidin-1-yl)phenyl)-4-fluoro-7-methyl-1H-indole